C(#N)C1=CC(=C(COC2=NC=CC(=N2)N2CC3=C(C2)CN(C3)CC3=NC2=C(N3C[C@H]3OCC3)C=C(C=C2)C(=O)O)C=C1)F (S)-2-((5-(2-((4-cyano-2-fluorobenzyl)oxy)pyrimidin-4-yl)-3,4,5,6-tetrahydropyrrolo[3,4-c]pyrrol-2(1H)-yl)methyl)-1-(oxetan-2-ylmethyl)-1H-benzo[d]imidazole-6-carboxylic acid